C1(CC1)S(=O)(=O)NC=1SC=C(N1)C(C(=O)NC1=C(C=C(C=C1)C1=NC(=CN=C1)OC(C)C)F)(C)C 2-(2-(cyclopropanesulfonylamino)thiazol-4-yl)-N-(2-fluoro-4-(6-isopropoxypyrazin-2-yl)phenyl)-2-methylpropanamide